NN1CCC(CC1)CCN1CCN(CC1)C1=CC(=C(C=C1)NC1C(NC(CC1)=O)=O)C 3-((4-(4-(2-(1-aminopiperidin-4-yl)ethyl)piperazin-1-yl)-2-methylphenyl)amino)piperidine-2,6-dione